C(C)(=O)OC1=CC=C2C3=C(C(OC2=C1)=O)C=C(C=C3)C(NCCN3CCN(CC3)C)=O 8-((2-(4-methylpiperazin-1-yl)ethyl)carbamoyl)-6-oxo-6H-benzo[c]chromen-3-yl acetate